Cl.NC/C(/CN1N=CN(C1=O)CC1=CC=C(S1)C=1C=NC(=NC1)C#N)=C\F 5-[5-(1-[(2E)-2-(aminomethyl)-3-fluoroprop-2-en-1-yl]-5-oxo-1,5-dihydro-4H-1,2,4-triazol-4-ylmethyl)thiophen-2-yl]pyrimidine-2-carbonitrile hydrochloride